N1=CN=CC2=C1NC(C=C2)=O pyrido[2,3-d]-pyrimidin-7(8h)-one